Methyl 4,2-dimethyl-4-oxobutanoate CC(CC(C(=O)OC)C)=O